2-[4-[(Z)-3-(3-Methoxyphenyl)prop-2-enoyl]phenoxy]-N-[(1S,4S,5R,8S,9R,10R,12R,13R)-1,5,9-trimethyl-11,14,15,16-tetraoxatetracyclo[10.3.1.04,13.08,13]hexadecan-10-yl]acetamide COC=1C=C(C=CC1)\C=C/C(=O)C1=CC=C(OCC(=O)N[C@H]2[C@@H]([C@@H]3CC[C@H]([C@@H]4CC[C@@]5(OO[C@]43[C@H](O2)O5)C)C)C)C=C1